(3S)-20-hydroxymethyl-20-methylpregn-7-en-3-yl acetate C(C)(=O)O[C@@H]1CC2CC=C3[C@@H]4CC[C@H](C(C)(C)CO)[C@]4(CC[C@@H]3[C@]2(CC1)C)C